2-[2-(4-chlorophenyl)ethyl]-6-[6-(difluoromethoxy)pyridin-3-yl]pyridazin-3-one ClC1=CC=C(C=C1)CCN1N=C(C=CC1=O)C=1C=NC(=CC1)OC(F)F